NCCOCCOCCOCCOCCOCCOCCC1=CC=CC=2N(C(N(C21)C)=O)C2C(NC(CC2)=O)=O 3-(4-(20-amino-3,6,9,12,15,18-hexaoxaicosyl)-3-methyl-2-oxo-2,3-dihydro-1H-benzo[d]imidazol-1-yl)piperidine-2,6-dione